4,4'-(propane-2,2-diyl)bis(iodobenzene) CC(C)(C1=CC=C(C=C1)I)C1=CC=C(C=C1)I